FC(C=1C=C2C=CC=NC2=CC1)(C1=NN=C2N1N=C(C=C2)C=2C=NN(C2)C)F 6-{difluoro[6-(1-methyl-1H-pyrazol-4-yl)[1,2,4]triazolo[4,3-b]pyridazin-3-yl]methyl}quinoline